ClC=1C(=C2C(=C(NC(C2=C(N1)Cl)=O)COC1OCCCC1)COC1OCCCC1)F 6,8-dichloro-5-fluoro-3,4-bis(tetrahydropyran-2-yloxymethyl)-2H-2,7-naphthyridin-1-one